3-amino-N-(3-tert-butoxy-2-hydroxypropyl)-5-{[2-fluoro-4-(trifluoromethyl)phenyl]sulfonyl}pyridine-2-carboxamide NC=1C(=NC=C(C1)S(=O)(=O)C1=C(C=C(C=C1)C(F)(F)F)F)C(=O)NCC(COC(C)(C)C)O